ethyl 1-cyanoindolizine-2-carboxylate C(#N)C=1C(=CN2C=CC=CC12)C(=O)OCC